C(C)(C)(C)OC(NCCC1=CC=C(C=C1)OCCOCCOC)=O 4-(2-(2-methoxyethoxy)ethoxy)phenethylcarbamic acid tert-butyl ester